FC(COC=1C=C(C=CC1)CN)(F)F (3-(2,2,2-trifluoroethoxy)phenyl)methanamine